1-[4-(methylsulfonyl)phenyl]ethan-1-one zinc-vanadium [V].[Zn].CS(=O)(=O)C1=CC=C(C=C1)C(C)=O